4-((3-(1-((5S,6R)-1-oxaspiro[4.4]nonan-6-yl)-1H-pyrazol-4-yl)-2-methoxyphenyl)amino)-6-(cyclopropanecarboxamido)pyridazine-3-carboxamide O1CCC[C@@]12[C@@H](CCC2)N2N=CC(=C2)C=2C(=C(C=CC2)NC2=C(N=NC(=C2)NC(=O)C2CC2)C(=O)N)OC